1,3,5,7-Tetra(dimethylamino)-2,6-diaza-s-indacene CN(C1=NC(=C2C=C3C(=NC(=C3C=C12)N(C)C)N(C)C)N(C)C)C